COC1=CC=C(C=C1)S(=O)(=O)\C=C(\SC#N)/C1=CC=CC=C1 (E)-1-methoxy-4-((2-phenyl-2-thiocyanovinyl)sulfonyl)benzene